ClC=1C=C(OC2C(C(C2(C)C)N2C(C3=CC=C(C=C3C2)C(=O)N2CCN(CC2)C2CN(C2)C(=O)OC(C)(C)C)=O)(C)C)C=CC1C#N tert-Butyl 3-(4-(2-((1r,3r)-3-(3-chloro-4-cyanophenoxy)-2,2,4,4-tetramethylcyclobutyl)-1-oxoisoindoline-5-carbonyl)piperazin-1-yl)azetidine-1-carboxylate